3-bromo-N-(5-(3-((3,3-dimethylcyclopentyl)oxy)phenyl)-4-(2,6-dimethylphenyl)thiazol-2-yl)benzenesulfonamide BrC=1C=C(C=CC1)S(=O)(=O)NC=1SC(=C(N1)C1=C(C=CC=C1C)C)C1=CC(=CC=C1)OC1CC(CC1)(C)C